ClC1=C(C=CC=C1)[C@@H](C)NC (R)-1-(2-chlorophenyl)-N-methylethan-1-amine